C(C)(C)OC1=C(N)C=CC(=C1)N1CCN(CC1)C 2-isopropoxy-4-(4-methylpiperazin-1-yl)aniline